(S)-6-(2-chlorophenyl)-8-ethynyl-N,4-dimethyl-4H-benzo[f]imidazo[1,5-a][1,4]diazepine-3-carboxamide ClC1=C(C=CC=C1)C1=N[C@H](C=2N(C3=C1C=C(C=C3)C#C)C=NC2C(=O)NC)C